1-(tert-butyl)-N-((5-(8-(((3S,4R)-3-fluoro-1-methylpiperidin-4-yl)amino)-3-vinylimidazo[1,2-a]pyridin-2-yl)-1,3,4-thiadiazol-2-yl)methyl)-1H-pyrazole-4-carboxamide C(C)(C)(C)N1N=CC(=C1)C(=O)NCC=1SC(=NN1)C=1N=C2N(C=CC=C2N[C@H]2[C@H](CN(CC2)C)F)C1C=C